S1C(=NC=C1)NC(C)=O N-(thiazole-2-Yl)acetamide